C(C)(C)(C)OC(=O)N1CCN(CC1)C[C@@H](C(C)C)N1CC(C1)C=1C=C(C=2N(C1)C(=NC2)C)C2=C(C=C(C=C2)F)C(N(C(C)C)CC)=O 4-[(2R)-2-[3-(8-{2-[ethyl(isopropyl)carbamoyl]-4-fluorophenyl}-3-methylimidazo[1,5-a]pyridin-6-yl)azetidin-1-yl]-3-methylbutyl]piperazine-1-carboxylic acid tert-butyl ester